((1r,4S)-4-hydroxy-4-(trifluoromethyl)cyclohexyl)-2,2-dimethylpiperidine-4-carboxamide OC1(CCC(CC1)N1C(CC(CC1)C(=O)N)(C)C)C(F)(F)F